FC(COC1=CN=CS1)(F)F 5-(2,2,2-trifluoroethoxy)-1,3-thiazole